7-((diethoxyphosphoryl)methyl)-5-fluoro-2-naphthoic acid methyl ester COC(=O)C1=CC2=CC(=CC(=C2C=C1)F)CP(=O)(OCC)OCC